(2R,3S,4R,5R)-5-cyano-4-hydroxy-5-(4-isobutyramidopyrrolo[2,1-f][1,2,4]triazin-7-yl)-2-((2-phenylacetoxy)methyl)tetrahydrofuran-3-yl (S)-2-amino-3,3-dimethylbutanoate N[C@H](C(=O)O[C@@H]1[C@H](O[C@]([C@@H]1O)(C1=CC=C2C(=NC=NN21)NC(C(C)C)=O)C#N)COC(CC2=CC=CC=C2)=O)C(C)(C)C